FC(C(=O)O)(F)F.N1CCC(CC1)C(C)N1N=CC(=C1)NC(=O)C=1SC(=NN1)C1=NC=CN=C1 N-(1-(1-(piperidin-4-yl)ethyl)-1H-pyrazol-4-yl)-5-(pyrazin-2-yl)-1,3,4-thiadiazole-2-carboxamide trifluoroacetate salt